CC(C(=O)[O-])(CCC(C)(OOC(C(CCCC)CC)=O)C)OOC(C(CCCC)CC)=O 2,5-dimethyl-2,5-Bis(2-ethylhexanoylperoxy)hexanoate